C1=C[NH2+]C=C1.C1=CNC(=C1)C(=O)[O-] azolium azolate